5-[3-[(2S)-2-benzyloxypropoxy]propoxy]-1-tetrahydropyran-2-yl-indazole C(C1=CC=CC=C1)O[C@H](COCCCOC=1C=C2C=NN(C2=CC1)C1OCCCC1)C